C1(CCCCC1)NC1=NC(=NC=C1F)NC1=CC2=C(B(OC2)O)C=C1 5-((4-(cyclohexylamino)-5-fluoro-pyrimidin-2-yl)amino)benzo[c][1,2]oxaborole-1(3H)-ol